3-[2-(2-aminoethoxy)ethoxyl-2-fluoro-propyl]-6-(5-cyanopyrazolo[3,4-b]pyridin-1-yl)-4-(cyclopropylamino)pyridine-3-carboxamide NCCOCCOCC(CC1(CN=C(C=C1NC1CC1)N1N=CC=2C1=NC=C(C2)C#N)C(=O)N)F